CNC1=CC(=CC=C1)S(F)(F)(F)(F)F N-methyl-3-(pentafluoro-λ6-sulfaneyl)aniline